Cl.CN(CCOC=1C=C2C=C(NC2=CC1)C(=O)O)C 5-(2-(dimethylamino)ethoxy)-1H-indole-2-carboxylic acid hydrochloride